COC(=O)C=1N=C(NC1C=1C=C(C=CC1)C)C1=CC=CC=C1 2-phenyl-5-(m-tolyl)-1H-imidazole-4-carboxylic acid methyl ester